ClC=1C(=NC=CC1)N1N=C(C=C1C1=NC2=C(C(O1)=O)C1=C(C=C2C)OC(O1)(F)F)C(F)(F)F 7-[2-(3-chloro-2-pyridinyl)-5-(trifluoromethyl)pyrazol-3-yl]-2,2-difluoro-5-methyl-[1,3]dioxolo[4,5-f][3,1]benzoxazin-9-one